tert-butyl {[5-(6-methoxypyridin-3-yl)-1H-imidazol-2-yl]methyl}carbamate COC1=CC=C(C=N1)C1=CN=C(N1)CNC(OC(C)(C)C)=O